(3-cyclopentyl-1,2,4-oxadiazol-5-yl)methanone (+/-)-trans-methyl-3-((2-chloropyrido[2,3-d]pyrimidin-4-yl)amino)bicyclo[2.2.2]octane-2-carboxylate COC(=O)C1C2CCC(C1NC=1C3=C(N=C(N1)Cl)N=CC=C3)CC2.C2(CCCC2)C2=NOC(=N2)C=O